ClC1=CC=C(S1)CN(C1=C(C(=NN1C(C(C)(C)C)=O)C1CNCC1)C)C 3-(5-{[(5-Chlorothiophen-2-yl)methyl](methyl)amino}-1-(2,2-dimethylpropanoyl)-4-methyl-1H-pyrazol-3-yl)pyrrolidin